(R)-(1,3-Dimethyl-azetidin-3-yl)-{5-[5-((2R,4R,6S)-2,6-dimethyl-tetrahydro-pyran-4-yl)-[1,2,4]oxadiazol-3-yl]-pyridin-3-yl}-(4-isopropyl-phenyl)-methanol CN1CC(C1)(C)[C@](O)(C1=CC=C(C=C1)C(C)C)C=1C=NC=C(C1)C1=NOC(=N1)C1C[C@H](O[C@H](C1)C)C